C(C)OC(=O)C1CCC(CC1)OC1CCN(CC1)C(=O)OCC1=CC=CC=C1 benzyl 4-(((1r,4r)-4-(ethoxycarbonyl)cyclohexyl)oxy)piperidine-1-carboxylate